Bis(tert-butylcyclohexyl) peroxydicarbonate CC(C)(C)C1CCC(CC1)OC(=O)OOC(=O)OC2CCC(CC2)C(C)(C)C